N-(3,3-difluoropiperidin-4-yl)-2-(1-phenyl-1H-pyrazol-4-yl)-N-(propan-2-yl)-1,3-thiazole-4-carboxamide FC1(CNCCC1N(C(=O)C=1N=C(SC1)C=1C=NN(C1)C1=CC=CC=C1)C(C)C)F